ClC=1C2=C(N=CN1)CC=N2 4-chloro-7H-pyrrolo[3,2-d]pyrimidine